acrylic acid tribromophenyl ester BrC1=C(C(=C(C=C1)OC(C=C)=O)Br)Br